C(C1=CC=CC=C1)OC=1C(=C(C(=O)OC)C=C(C1OCC1=CC=CC=C1)Br)C methyl 3,4-bis(benzyloxy)-5-bromo-2-methylbenzoate